4,5-dihydro-1,2-oxazol-5-yl acetate C(C)(=O)OC1CC=NO1